C(=O)O.N[C@@H]1CC=CC[C@H]1C1=C(C2=NC(=CC(=C2S1)NCC=1SC=CC1)Cl)Cl 2-((1R,6R)-6-aminocyclohex-3-en-1-yl)-3,5-dichloro-N-(thiophen-2-ylmethyl)thieno[3,2-b]pyridin-7-amine formate